C(C)N(C1=C(C=CC(=C1)NCC1=CC=C(C=C1)C(F)(F)F)NC([C@@H]([C@@H](CCCC)F)F)=O)CC (2S,3R)-N-(2-(Diethylamino)-4-((4-(trifluoromethyl)benzyl)amino)phenyl)-2,3-difluoroheptanamid